C(C)(C)(C)OC1=CC=CC(=N1)B(O)O 6-(TERT-BUTOXY)PYRIDINE-2-BORONIC ACID